[Na].C(C)(C)(C)OC(=O)N[C@@H]1[C@@H](OCC12CCN(CC2)C=2N=CC(=NC2CO)S)C 5-((3s,4s)-4-((tert-butoxycarbonyl)amino)-3-methyl-2-oxa-8-azaspiro[4.5]dec-8-yl)-6-(hydroxy-methyl)pyrazine-2-thiol sodium